(4S)-4-fluoro-4-methyl-chroman-6-carboxylic acid F[C@]1(CCOC2=CC=C(C=C12)C(=O)O)C